7-(2,8-dimethylimidazo[1,2-b]pyridazin-6-yl)-2-[rac-(3R,4S)-3,4-difluoro-4-piperidinyl]thiazolo[3,2-a]pyrimidin-5-one CC=1N=C2N(N=C(C=C2C)C=2N=C3N(C(C2)=O)C=C(S3)[C@]3([C@@H](CNCC3)F)F)C1 |r|